FC1=C(C=CC(=C1C)OC1=CC2=C(N(N=N2)C)C=C1)NC=1C2=C(N=CN1)C=NC(=N2)S(=O)C N-(2-fluoro-3-methyl-4-((1-methyl-1H-benzo[d][1,2,3]triazol-5-yl)oxy)phenyl)-6-(methylsulfinyl)pyrimido[5,4-d]pyrimidin-4-amine